CC1CNCC2=CC(=CC=C12)C(=O)NC=1C=NC=C(C1)C(F)(F)F 4-methyl-N-[5-(trifluoromethyl)pyridin-3-yl]-1,2,3,4-tetrahydroisoquinoline-7-carboxamide